(R*)-1-((S*)-7-fluorochroman-4-yl)propane-1-sulfonamide FC1=CC=C2[C@H](CCOC2=C1)[C@@H](CC)S(=O)(=O)N |o1:5,11|